C(C)(C)(C)OC(=O)N1C(OC[C@H]1C1=CC=C(C=C1)Br)(C)C (4R)-4-(4-bromophenyl)-2,2-dimethyl-1,3-oxazolidine-3-carboxylic acid tert-butyl ester